C(CCCCCC)=O Heptanealdehyde